C1(=CC=CC=C1)N1CCN(CC1)C(=O)C=1C=CC(=C(C(=O)Cl)C1)OCCC 5-(4-phenylpiperazine-1-carbonyl)-2-propoxybenzoyl chloride